1-(3-Isopropylpyridin-2-yl)piperazine C(C)(C)C=1C(=NC=CC1)N1CCNCC1